2-(cis-1-ethyl-but-1-enyl)-benzo[1,3,2]dioxaborole C(C)C(=CCC)B1OC2=C(O1)C=CC=C2